C(C)(C)(C)N(C(O)=O)C[C@@H]1CC[C@H](CC1)CN1CCN(CC1)C1=C(C=C(C=C1)[N+](=O)[O-])F.COC1C(CCC2=CC=CC=C12)CCN(CC)CC methoxy-2-[2-(N,N-diethylamino)ethyl]tetraline trans-tert-butyl-(((1r,4r)-4-((4-(2-fluoro-4-nitrophenyl)piperazin-1-yl)methyl)cyclohexyl)methyl)carbamate